3-(4-((1R,5S)-3,8-diazabicyclo[3.2.1]octan-8-yl)-2-(((2R,7aS)-2-fluorotetrahydro-1H-pyrrolizin-7a(5H)-yl)methoxy)quinazolin-7-yl)-4-chloro-2-fluorophenol [C@H]12CNC[C@H](CC1)N2C2=NC(=NC1=CC(=CC=C21)C=2C(=C(C=CC2Cl)O)F)OC[C@]21CCCN1C[C@@H](C2)F